1-methyl-N-[5-[2-methyl-4-[(3S)-1-methylpyrrolidin-3-yl]oxy-pyrazol-3-yl]pyrazolo[1,5-a]pyridin-2-yl]pyrrolo[2,3-b]pyridin-5-amine CN1C=CC=2C1=NC=C(C2)NC2=NN1C(C=C(C=C1)C=1N(N=CC1O[C@@H]1CN(CC1)C)C)=C2